C(C1=CC=CC=C1)N1CC(C(C(C1)C)(F)F)CCO 2-(1-benzyl-4,4-difluoro-5-methyl-3-piperidinyl)ethanol